1,2-difluoropropene FC=C(C)F